1-(7-(4-chlorophenoxy)-3,4-dihydroisoquinolin-2(1H)-yl)prop-2-en-1-one ClC1=CC=C(OC2=CC=C3CCN(CC3=C2)C(C=C)=O)C=C1